ClC(C(=O)N1C(O[C@@H](C1=O)C=1OC=CC1)(C)C)Cl |r| (RS)-3-dichloroacetyl-5-(2-furyl)-2,2-dimethyloxooxazolidine